COCCN1C(CCC1)=O N-methoxyethyl-pyrrolidone